[Si](C)(C)(C(C)(C)C)OCC1=CC=C(C=N1)NC(=O)[C@@H]1O[C@]([C@H]([C@H]1C1=C(C(=C(C=C1)F)F)C)C)(C(F)(F)F)C |r| rac-(2R,3S,4S,5R)-N-(6-(((tert-butyldimethylsilyl)oxy)methyl)pyridin-3-yl)-3-(3,4-difluoro-2-methylphenyl)-4,5-dimethyl-5-(trifluoromethyl)tetrahydrofuran-2-carboxamide